(R)-N-(5-chloro-2,4-difluorophenyl)-4-methoxy-N-methyl-1-(6-methyl-4-(trifluoromethyl)pyridin-2-yl)-2,3-dihydro-1H-pyrrolo[3,2-c]pyridine-2-carboxamide ClC=1C(=CC(=C(C1)N(C(=O)[C@H]1CC=2C(=NC=CC2N1C1=NC(=CC(=C1)C(F)(F)F)C)OC)C)F)F